C(CC)N([C@H]1CC=2C=CC=C(C2CC1)O)CCC=1SC=CC1 (6R)-6-[propyl-[2-(2-thienyl)ethyl]amino]-5,6,7,8-tetrahydro-1-naphthol